CC1OC2(OC1)CC1=C(C=C(S1)N(CC1=CC=C(C=C1)C(F)(F)F)C(C)=O)CC2 Methyl-2-[acetyl(4-trifluoromethylbenzyl)amino]-4,7-dihydro-5H-spiro[1-benzothiophene-6,2'-[1,3]dioxolane]